CN(C(OCC1=CC=CC=C1)=O)CCOCCOCCOCCOCCOCC(=O)O 4-Methyl-3-oxo-1-phenyl-2,7,10,13,16,19-hexaoxa-4-azahenicosan-21-oic acid